FC1=CC=C(C=C1)C#CC=1C=C(C=CC1C=1C=C2C=CN=CC2=CC1)NC(=O)NCCC=1C=NC=CC1 1-(3-((4-fluorophenyl)ethynyl)-4-(isoquinolin-6-yl)phenyl)-3-(2-(pyridin-3-yl)ethyl)urea